Cyclopropyl-(4-fluoro-2-methoxyphenyl)methanol C1(CC1)C(O)C1=C(C=C(C=C1)F)OC